BrC=1C=CCC(C1)(C)N1N=C(C=2C1=CN=CC2)C=2C=CC(=NC2)N2CCOCC2 5-(5-Bromo-1-methylphenyl-1H-pyrazolo[3,4-c]pyridin-3-yl)-2-morpholinopyridin